N1C(=NC2=C1C=CC=C2)N[C@@H]2C[C@H](C1=CC(=C3C=C(N=CC3=C12)C1CC1)S(NCC(C)C)(=O)=O)NC(=O)N[C@@H](C)C1=CC(=CC=C1)OC |r| 1-[trans-(7RS,9RS)-9-(1H-benzimidazol-2-ylamino)-3-cyclopropyl-5-(2-methylpropylsulfamoyl)-8,9-dihydro-7H-cyclopenta[h]isoquinolin-7-yl]-3-[rac-(1S)-1-(3-methoxyphenyl)ethyl]urea